Rac-N-[7-fluoro-6-[4-[4-hydroxy-3-methyl-tetrahydrofuran-3-yl]piperazin-1-yl]-3-isoquinolyl]-2-(2-pyridyl)cyclopropanecarboxamide FC1=C(C=C2C=C(N=CC2=C1)NC(=O)C1C(C1)C1=NC=CC=C1)N1CCN(CC1)C1(COCC1O)C